C[SiH2]CC methyl-ethylsilane